C(C)(C)(C)OC(=O)N1[C@@H](CC1)CN1C2=C(OC[C@]3(CCCC4=CC(=CC=C34)Cl)C1)C=CC(=C2)C(=O)OC methyl (S)-5-(((S)-1-(tert-butoxycarbonyl)azetidin-2-yl)methyl)-6'-chloro-3',4,4',5-tetrahydro-2H,2'H-spiro[benzo[b][1,4]oxazepine-3,1'-naphthalene]-7-carboxylate